O1C=C(N=CC=NC=CN=CC=CN=CC=C1)C(=O)N oxa[4,7,10,14]tetraazacycloheptadecine-3-carboxamide